(E)-3-(4-isopropoxy-3-methoxyphenyl)-1-(4-((4-nitrophenyl)sulfonyl)piperazin-1-yl)prop-2-en-1-one C(C)(C)OC1=C(C=C(C=C1)/C=C/C(=O)N1CCN(CC1)S(=O)(=O)C1=CC=C(C=C1)[N+](=O)[O-])OC